NCC 2-aminoethane